N-(1-(1-(4-Cyano-3-methylbenzoyl)-1,8-diazaspiro[4.5]decane-8-carbonyl)-1H-pyrazol-3-yl)acetamide C(#N)C1=C(C=C(C(=O)N2CCCC23CCN(CC3)C(=O)N3N=C(C=C3)NC(C)=O)C=C1)C